benzyl-para-hydroxyphenylmethyl-sulfonium (S)-methyl-2-allyl-8-nitro-1,2,3,4-tetrahydroquinoxaline-6-carboxylate COC(=O)C=1C=C2NC[C@@H](NC2=C(C1)[N+](=O)[O-])CC=C.C(C1=CC=CC=C1)[SH+]CC1=CC=C(C=C1)O